CCCCCCCCCCCCCCCC(=O)OC[C@H](COP(=O)([O-])OCC[N+](C)(C)C)OC(=O)CCCCCCCCC/C=C\\CCCCCC The molecule is a phosphatidylcholine 34:1 in which the 1- and 2-acyl groups are specified as hexadecanoyl (palmitoyl) and 11Z-octadecenoyl (cis-vaccenoyl) respectively. It derives from a cis-vaccenic acid and a hexadecanoic acid.